[C@H]1([C@H](O)[C@@H](O)[C@@H](O)[C@H](O1)CO)OC[C@@H]([C@@H]([C@@H](CC)O)O)NC(CCCCCCCCCCCCCCCCCCCCCCCCC)=O (2S,3S,4R)-1-O-(α-D-galactosyl)-2-(N-hexacosanoylamino)-1,3,4-hexanetriol